1,1,1,7,7,7-hexafluoro-3,4,5-tris(trifluoromethyl)hepta-2,4-diene FC(C=C(C(=C(CC(F)(F)F)C(F)(F)F)C(F)(F)F)C(F)(F)F)(F)F